2-amino-3-methyl-N-((6-(4-morpholinyl)-3-pyridazinyl)methyl)-N-((1R)-1-(2-pyrimidinyl)ethyl)-6-quinolinecarboxamide NC1=NC2=CC=C(C=C2C=C1C)C(=O)N([C@H](C)C1=NC=CC=N1)CC=1N=NC(=CC1)N1CCOCC1